C12CN(CC2C1)C1=CC=C(C(=N1)C)CN1N=CC(=N1)C(=O)O 2-[(6-{3-Azabicyclo[3.1.0]hex-3-yl}-2-methylpyridin-3-yl)methyl]-2H-1,2,3-triazole-4-carboxylic acid